4-phenyl-3-(4-(trifluoromethyl)phenyl)isoquinolin-1(2H)-one C1(=CC=CC=C1)C1=C(NC(C2=CC=CC=C12)=O)C1=CC=C(C=C1)C(F)(F)F